(4S)-1-(1-(2-((R)-1-Amino-2-((1,1,1-trifluoro-2-methylpropan-2-yl)oxy)ethyl)imidazo[1,2-b]pyridazin-7-yl)-2-methoxyethyl)-4-methyl-4-(trifluoromethyl)imidazolidin-2-one N[C@@H](COC(C(F)(F)F)(C)C)C=1N=C2N(N=CC(=C2)C(COC)N2C(N[C@@](C2)(C(F)(F)F)C)=O)C1